(S)-5-methoxy-N-(3-(1-((1-methyl-1H-pyrazolo[3,4-b]pyrazin-6-yl)amino)ethyl)phenyl)nicotinamide COC=1C=NC=C(C(=O)NC2=CC(=CC=C2)[C@H](C)NC2=CN=C3C(=N2)N(N=C3)C)C1